1-(1-methoxyisoquinolin-5-yl)-5-(trifluoromethyl)-1H-pyrazole-4-carbaldehyde COC1=NC=CC2=C(C=CC=C12)N1N=CC(=C1C(F)(F)F)C=O